(R)-1-(3-(3-(5-((1,3-dimethylazetidin-3-yl)(hydroxy)(4-isopropylphenyl)methyl)pyridin-3-yl)-1,2,4-oxadiazol-5-yl)azetidin-1-yl)ethan-1-one-2,2,2-d3 CN1CC(C1)(C)[C@@](C=1C=C(C=NC1)C1=NOC(=N1)C1CN(C1)C(C([2H])([2H])[2H])=O)(C1=CC=C(C=C1)C(C)C)O